O1C[C@@H](CCC1)NC(=O)C=1N=C2N(C=CC=C2C2=C(C=CC=C2)OCC(F)(F)F)C1 (R)-N-(tetrahydro-2H-pyran-3-yl)-8-(2-(2,2,2-trifluoroethoxy)phenyl)imidazo[1,2-a]pyridine-2-carboxamide